3-(1,1-difluoroethyl)-2-fluoro-benzene FC(C)(F)C=1C(=CC=CC1)F